acrylic acid, isocyanate C(C=C)(=O)N=C=O